(1s,2s)-2-fluoro-N-(6-(5-methyl-1H-benzo[d]imidazol-4-yl)imidazo[1,2-a]pyridin-2-yl)cyclopropane-1-carboxamide F[C@@H]1[C@@H](C1)C(=O)NC=1N=C2N(C=C(C=C2)C2=C(C=CC=3NC=NC32)C)C1